6-[4-[acetyl(ethyl)amino]-3-methyl-phenyl]-N-[(2-methyl-3-pyridyl)methyl]pyridine-3-carboxamide methyl-3-fluoro-4-hydroxy-5-(1-(2-hydroxyethyl)-1H-imidazol-5-yl)benzoate COC(C1=CC(=C(C(=C1)C1=CN=CN1CCO)O)F)=O.C(C)(=O)N(C1=C(C=C(C=C1)C1=CC=C(C=N1)C(=O)NCC=1C(=NC=CC1)C)C)CC